N-(2-(1-(difluoromethyl)-1H-pyrazol-4-yl)pyrimidin-4-yl)-5-isopropyl-8-((2R,3S)-2-methyl-3-((methylsulfonyl)methyl)azetidin-1-yl)isoquinolin-3-amine FC(N1N=CC(=C1)C1=NC=CC(=N1)NC=1N=CC2=C(C=CC(=C2C1)C(C)C)N1[C@@H]([C@H](C1)CS(=O)(=O)C)C)F